B(O)(O)I.C1(=CC=CC=C1)C(C(=O)O)(C)N phenyl-2-amino-propionic acid iodoborate